2-[4-(5-acetyl-1-hydroxy-4-methylimidazol-2-yl)-2-ethoxy-phenoxy]-N-(3-methylphenyl)-acetamide C(C)(=O)C1=C(N=C(N1O)C1=CC(=C(OCC(=O)NC2=CC(=CC=C2)C)C=C1)OCC)C